6-(4-((3-methoxyoxetan-3-yl)methyl)piperazine-1-carbonyl)quinoline-2-carbaldehyde COC1(COC1)CN1CCN(CC1)C(=O)C=1C=C2C=CC(=NC2=CC1)C=O